Cl.Cl.N[C@H](CNC(=O)C=1NC2=CC=CC(=C2C1)C1=CC=C(C=C1)F)CCCN (S)-N-(2,5-diaminopentyl)-4-(4-fluorophenyl)-1H-indole-2-carboxamide dihydrochloride